bromo-γ-keto-isoleucine BrN[C@@H]([C@@H](C)C(C)=O)C(=O)O